(S)-4-(neopentylamino)-6-((thieno[2,3-c]pyridin-3-yl(1-(1-(trifluoromethyl)cyclopropyl)-1H-1,2,3-triazol-4-yl)methyl)amino)quinoline-3,8-dicarbonitrile C(C(C)(C)C)NC1=C(C=NC2=C(C=C(C=C12)N[C@H](C=1N=NN(C1)C1(CC1)C(F)(F)F)C1=CSC2=CN=CC=C21)C#N)C#N